N-(4-acetamidophenyl)-2-chloro-2-(4-chlorophenyl)acetamide C(C)(=O)NC1=CC=C(C=C1)NC(C(C1=CC=C(C=C1)Cl)Cl)=O